ClC=1C(=CC(=C(CN[C@@](C(=O)O)(CO)C)C1)OC[C@@H](CO)C)OCC1=C(C(=CC=C1)C1=CC2=C(OCCO2)C=C1)C (R)-2-((5-Chloro-4-((3-(2,3-dihydrobenzo[b][1,4]dioxin-6-yl)-2-methylbenzyl)oxy)-2-((R)-3-hydroxy-2-methylpropoxy)benzyl)amino)-3-hydroxy-2-methylpropanoic acid